ethyl 7-{3-[(benzyloxy)methyl]-5-(bromomethyl)-1-methyl-1H-pyrazol-4-yl}-1-[3-(methylamino)propyl]-3-[3-(naphthalen-1-yloxy)propyl]-1H-indole-2-carboxylate hydrochloric acid salt Cl.C(C1=CC=CC=C1)OCC1=NN(C(=C1C=1C=CC=C2C(=C(N(C12)CCCNC)C(=O)OCC)CCCOC1=CC=CC2=CC=CC=C12)CBr)C